C(C)(C)(C)OC(NC1=CC(=C(C=C1)Br)SC(F)(F)F)=O N-[4-bromo-3-(trifluoromethylsulfanyl)phenyl]carbamic acid tert-butyl ester